OCCOC=1C=CC=2C3(C4=CC=CC=C4SC2C1OCCO)OCC(CO3)C3=CC=C(C=C3)C3COC1(C2=CC=CC=C2SC=2C(=C(C=CC12)CC(O)=O)OCCO)OC3 2-[5-[4-[3',4'-bis(2-hydroxyethoxy)spiro[1,3-dioxane-2,9'-thioxanthen]-5-yl]phenyl]-4'-(2-hydroxyethoxy)spiro[1,3-dioxane-2,9'-thioxanthen]-3'-yl]oxoethanol